C1(CCC1)C1CC2(C1)NC(N(C2=O)CC2=NC=NN2C)=O 2-cyclobutyl-7-[(1-methyl-1H-1,2,4-triazol-5-yl)methyl]-5,7-diazaspiro[3.4]octane-6,8-dione